4-(4-fluorophenyl)-2-((2-(2-(3-hydroxyazetidin-1-yl)-2-oxoethyl)-6-(4-isopropylpiperazin-1-yl)-1-oxo-1,2-dihydroisoquinolin-4-yl)(methyl)amino)thiazole-5-carbonitrile FC1=CC=C(C=C1)C=1N=C(SC1C#N)N(C)C1=CN(C(C2=CC=C(C=C12)N1CCN(CC1)C(C)C)=O)CC(=O)N1CC(C1)O